FC1=CC=C(\C=C/2\C(C3=CC=CN3C2)=O)C=C1 (E)-2-(4-fluorobenzylidene)-2,3-dihydro-pyrrolizine-1-one